C(#N)C1=CC=C(CNC(=O)C2=CC=3C(=C(N=NC3)OCC3(CC3)S(=O)(=O)O)N(C2=O)C)C=C1 1-(((3-((4-cyanobenzyl)carbamoyl)-1-methyl-2-oxo-1,2-dihydropyrido[2,3-d]pyridazin-8-yl)oxy)methyl)cyclopropane-1-sulfonic acid